N1(C=NC=C1)C=1C=CC(=C(C1)O)C1=CN=C(N=N1)N(C1CCNCC1)C 5-(1H-imidazol-1-yl)-2-(3-(methyl(piperidin-4-yl)amino)-1,2,4-triazin-6-yl)phenol